Cl.N[C@@H](C=1OC2=C(N1)C=C(C=C2)[C@H](COC)N2C(N[C@@H](C2)C(F)(F)F)=O)C2CCC(CC2)(F)F |o1:12| (S)-1-((R or S)-1-(2-((R)-amino(4,4-difluorocyclohexyl)methyl)-benzo[d]oxazol-5-yl)-2-methoxyethyl)-4-(trifluoromethyl)imidazolidin-2-one hydrochloride